ClC1=CC(=NC=C1)CNC1=C2N=CNC2=NC(=N1)C=1C=NC=C(C1)Cl 6-((4-chloropyridin-2-yl)methylamino)-2-(5-chloropyridin-3-yl)-9H-purine